[Cl-].[SH3+].C(C)OC(COCC(C[S+](CC[C@H](N)C(=O)O)C)O)=O.[Cl-] S-(3-((1-ethoxy-1-oxoeth-2-yl)-oxy)-2-hydroxypropyl)-L-methionine Sulfonium Chloride